N1-(3,4-dimethoxybenzyl)-N4,N4-dimethyl-N1-(2-(piperidin-1-yl)phenyl)benzene-1,4-disulfonamide COC=1C=C(CN(S(=O)(=O)C2=CC=C(C=C2)S(=O)(=O)N(C)C)C2=C(C=CC=C2)N2CCCCC2)C=CC1OC